Methyl (4-((7-chloro-1-methyl-2-((5-methyl-4-oxo-4,5,6,7-tetrahydropyrazolo[1,5-a]pyrazin-2-yl)amino)-1H-imidazo[4,5-b]pyridin-6-yl)oxy)pyridin-2-yl)carbamate ClC1=C2C(=NC=C1OC1=CC(=NC=C1)NC(OC)=O)N=C(N2C)NC2=NN1C(C(N(CC1)C)=O)=C2